C(CC)OCCOCCO diethylene glycol mono-normal-propyl ether